NC=1C=C(C=C(C1CC=C(C)C)\C=C\C1=CC(=C(C=C1)O)OC)O (E)-3-amino-5-(4-hydroxy-3-methoxystyryl)-4-(3-methylbut-2-en-1-yl)phenol